3-METHOXY-1-PROPENYLBORONIC ACID COCC=CB(O)O